tert-butyl 5-iodo-2-oxospiro[indoline-3,3'-pyrrolidine]-1'-carboxylate IC=1C=C2C(=CC1)NC(C21CN(CC1)C(=O)OC(C)(C)C)=O